Propyl (2S)-2-amino-3-(3,4-dihydroxyphenyl)propanoate N[C@H](C(=O)OCCC)CC1=CC(=C(C=C1)O)O